7-(9-((1R,5S)-3,8-diazabicyclo[3.2.1]octan-3-yl)-7-(((2R,7aS)-2-fluorotetrahydro-1H-pyrrolizin-7a(5H)-yl)methoxy)furo[2,3-f]quinazolin-4-yl)-1-ethyl-2,3-dihydro-1H-inden-5-ol [C@H]12CN(C[C@H](CC1)N2)C2=NC(=NC1=CC(=C3C(=C21)OC=C3)C=3C=C(C=C2CCC(C32)CC)O)OC[C@]32CCCN2C[C@@H](C3)F